N-(2-((1S,3S,5S)-3-Cyano-2-azabicyclo[3.1.0]hexan-2-yl)-2-oxoethyl)-7-(fluoromethyl)quinoline-4-carboxamide C(#N)[C@H]1N([C@H]2C[C@H]2C1)C(CNC(=O)C1=CC=NC2=CC(=CC=C12)CF)=O